BrC1(C(C1)CCCCCCOCC1=CC=CC=C1)Br ((6-(2,2-dibromocyclopropyl)hexyloxy)-methyl)benzene